2-(1H-imidazol-1-yl)-N-(3-methylpiperidin-4-yl)isonicotinamide N1(C=NC=C1)C=1C=C(C(=O)NC2C(CNCC2)C)C=CN1